(S)-N-(2-(4,4-difluorocyclohexyl)-4-(2,5-difluorophenyl)pyridin-3-yl)-2-((1-methoxypropane-2-yl)oxy)pyrimidine-5-carboxamide FC1(CCC(CC1)C1=NC=CC(=C1NC(=O)C=1C=NC(=NC1)O[C@H](COC)C)C1=C(C=CC(=C1)F)F)F